CC1=CC=C2CCN(C2=C1)C(=O)N1CCC(CC1)C(=O)O 1-(6-methylindoline-1-carbonyl)piperidine-4-carboxylic acid